N,N-dimethyl-N,N-dihexyl-ammonium nickel-lanthanum [La+3].[Ni+2].C[N+](CCCCCC)(CCCCCC)C